Cl.ClC=1C=C(C=CC1C(=O)N1CCNCC1)NC(=O)C=1N(C(=CN1)C1=CC(=C(C=C1)C=1C=NN(C1C)CCOC)F)C N-[3-chloro-4-(piperazine-1-carbonyl)phenyl]-5-[3-fluoro-4-[1-(2-methoxyethyl)-5-methyl-pyrazol-4-yl]phenyl]-1-methyl-imidazole-2-carboxamide hydrochloride